ClC1=CC(=C2C(=N1)N(C=C2)C)C 6-chloro-1,4-dimethyl-1H-pyrrolo[2,3-b]Pyridine